((3S,4S)-3-hydroxy-4-fluoropyrrol-1-yl)-6-(6-(trifluoromethyl)pyridin-2-yl)-N-(2-(trifluoromethyl)pyridin-4-yl)-1,3,5-triazin-2-amine OC1=CN(C=C1F)C1=NC(=NC(=N1)C1=NC(=CC=C1)C(F)(F)F)NC1=CC(=NC=C1)C(F)(F)F